8-bromo-3-butyl-7-fluoro-2-methyl-5-phenyl-2,3,4,5-tetrahydrobenzo[f][1,2,5]thiadiazepine 1,1-dioxide BrC1=CC2=C(N(CC(N(S2(=O)=O)C)CCCC)C2=CC=CC=C2)C=C1F